ClC1=C(C=C(C=C1)C1C(C2=C(CCC1)C=C(C=C2)OC)=O)F 6-(4-chloro-3-fluorophenyl)-2-methoxy-6,7,8,9-tetrahydro-5H-benzo[7]annulen-5-one